ClC=1C(=C(C=CC1Cl)NC1=NC=NC2=CC(=C(C=C12)N)C#C[C@@]12CN(C[C@H]2C1)C)F N4-(3,4-dichloro-2-fluoro-phenyl)-7-[2-[(1R,5S)-3-methyl-3-azabicyclo[3.1.0]hexane-1-yl]ethynyl]quinazoline-4,6-diamine